C/C(/C(=O)OCC)=C/C(=O)OCC (Z)-diethyl 2-methylbut-2-enedioate